ClC1=NC=C(C(=N1)NCCCCCCC)C(=O)N 2-chloro-4-(heptylamino)pyrimidin-5-carboxamide